2-(2-(cyclopropanesulfonylamino)thiazol-4-yl)-2-methoxy-N-(4-(6-methoxypyrazin-2-yl)phenyl)acetamide 3-methylcrotonyl-phosphate CC(=CC(=O)OP(=O)(O)O)C.C1(CC1)S(=O)(=O)NC=1SC=C(N1)C(C(=O)NC1=CC=C(C=C1)C1=NC(=CN=C1)OC)OC